trifluorofarnesyl diphosphate O(P([O-])(=O)OP(=O)([O-])[O-])CC=C(C)CCC=C(C)CCC=C(C)C(F)(F)F